OCC1=C(C=CC=C1)[C@H]1[C@@H](C1)C(=O)OC(C)(C)C trans-tert-butyl 2-((hydroxymethyl)phenyl)cyclopropane-1-carboxylate